2,4-dichloro-7,7-difluoro-6,7-dihydro-5H-cyclopenta[d]pyrimidine ClC=1N=C(C2=C(N1)C(CC2)(F)F)Cl